4-(9-fluorenylmethoxycarbonyl-amino)-piperidine-4-carboxylic acid methyl ester hydrochloride Cl.COC(=O)C1(CCNCC1)NC(=O)OCC1C2=CC=CC=C2C=2C=CC=CC12